(R)-N-(tert-butyl)-2-((2,4-dibromo-5-methoxyphenyl)sulfonamido)hexanamide C(C)(C)(C)NC([C@@H](CCCC)NS(=O)(=O)C1=C(C=C(C(=C1)OC)Br)Br)=O